6-thiofructose OCC(=O)[C@@H](O)[C@H](O)[C@H](O)CS